C1(=CC=CC=C1)C1CC2(OCCO2)CC(C1(P(=O)=O)C1=C(C=CC=C1C1=C(C=C(C=C1C)C)C)C1=C(C=C(C=C1C)C)C)C1=CC=CC=C1 1,4-dioxa-7,9-diphenyl-8-[2,6-bis(2,4,6-trimethylphenyl)phenyl]-8-phosphospiro[4.5]Decane